ClC=1C=CC2=C(N=C(O2)C2CC3(CC(C3)NC(=O)NCC3COCC3)C2)C1 1-[6-(5-chloro-1,3-benzoxazol-2-yl)spiro[3.3]heptan-2-yl]-3-(tetrahydrofuran-3-ylmethyl)urea